C(C)(C)(C)C1=C(C=CC=C1)SP(O)(=S)C1=C(C=CC=C1)C(C)(C)C di(tert-butylphenyl)dithiophosphonic acid